C(C)(C)(C)OC(NCC#CC1=C(C=CC(=C1)N)F)=O (3-(5-amino-2-fluorophenyl)prop-2-yn-1-yl)carbamic acid tert-butyl ester